N-((5-methyloxazol-2-yl)methyl)-8-(4-(trifluoromethyl)cyclohex-1-en-1-yl)quinoline-3-carboxamide CC1=CN=C(O1)CNC(=O)C=1C=NC2=C(C=CC=C2C1)C1=CCC(CC1)C(F)(F)F